The molecule is a phospholipid consisting of 1,1-dimethylpiperidinium-4-yl hydrogen phosphate in which the hydrogen is replaced by a stearyl (octadecyl) group. It has a role as an EC 2.7.1.137 (phosphatidylinositol 3-kinase) inhibitor. It is a phospholipid and an ammonium betaine. It derives from an octadecan-1-ol. CCCCCCCCCCCCCCCCCCOP(=O)([O-])OC1CC[N+](CC1)(C)C